ClC=1C(=CC=C2C(C=C(OC12)C1=CC(=C(OCCOC2CC(C2)C(=O)O)C=C1)C)=O)C(F)(F)F 3-[2-[4-[8-chloro-4-oxo-7-(trifluoromethyl)chromen-2-yl]-2-methyl-phenoxy]ethoxy]cyclobutanecarboxylic acid